N(C1=CC=CC=C1)C1=CC=C(N)C=C1 (4-anilino)aniline